benzyl ((1r,4r)-4-((methyl(piperidin-4-yl)amino)methyl)cyclohexyl)carbamate CN(C1CCNCC1)CC1CCC(CC1)NC(OCC1=CC=CC=C1)=O